C(C)(=O)OC[C@H]1O[C@H]([C@H]([C@@H]([C@@H]1CC(=O)O)CC(=O)O)CC(=O)O)OC1=CC=C(C=C1)N1C(=NC2=CC(=CC=C2C1=O)F)C (2S,3S,4R,5S,6S)-2-(acetoxymethyl)-6-(4-(7-fluoro-2-methyl-4-oxoquinazolin-3(4H)-yl)phenoxy)tetrahydro-2H-pyran-3,4,5-triacetic acid